CN([C@@H]1CC[C@H](CC1)NC1=NN2C(C=N1)=C(C=C2)C=2C=CC1=C(N(N=N1)C)C2)C trans-N1,N1-dimethyl-N4-(5-(1-methyl-1H-benzo[d][1,2,3]triazol-6-yl)pyrrolo[2,1-f][1,2,4]triazin-2-yl)cyclohexane-1,4-diamine